3-(2-Chloro-4-fluoro-5-nitro-phenyl)-4,5-dimethyl-4H-isoxazole-5-carboxylic acid methyl ester COC(=O)C1(C(C(=NO1)C1=C(C=C(C(=C1)[N+](=O)[O-])F)Cl)C)C